ClC=1C=C2C(=NC1C=1C(=NC(=CC1)N(C)C)OC)N=C(N2COCC[Si](C)(C)C)OC2CC(C2)C(=O)OC methyl 3-({6-chloro-5-[6-(dimethylamino)-2-methoxypyridin-3-yl]-1-{[2-(trimethylsilyl)ethoxy]methyl}-1H-imidazo[4,5-b]pyridin-2-yl}oxy)cyclobutane-1-carboxylate